N1=CC(=CC=C1)C1=C(C(=C(C=C1)C1=CC=CC=C1)C1=CC=CC=C1)C#N 4'-(pyridin-3-yl)-[1,1':2',1''-terphenyl]-3'-carbonitrile